rel-(S)-N-[2-amino-5-(4-fluorophenyl)phenyl]-4-(2-pyridylsulfonyl)benzamide NC1=C(C=C(C=C1)C1=CC=C(C=C1)F)NC(C1=CC=C(C=C1)S(=O)(=O)C1=NC=CC=C1)=O